C(CCCCCCC)[Sn](CCCCCCCC)=O dioctyltin (IV) oxide